tert-butyl (2R)-2-[(5-cyclopropyl-1,3,4-oxadiazol-2-yl)carbamoyl]azepane-1-carboxylate C1(CC1)C1=NN=C(O1)NC(=O)[C@@H]1N(CCCCC1)C(=O)OC(C)(C)C